((S)-1-(4-fluorophenyl)-3,4-dihydroisoquinolin-2(1H)-yl)((2R)-4-hydroxy-4-(nitromethyl)tetrahydrofuran-2-yl)methanone FC1=CC=C(C=C1)[C@@H]1N(CCC2=CC=CC=C12)C(=O)[C@@H]1OCC(C1)(C[N+](=O)[O-])O